OB1OC(C2=C1C=CC(=C2)\C=N\N(C2=NS(C1=C2C=CC=C1)(=O)=O)CC(C)C)C N-[(E)-(1-Hydroxy-3-methyl-3H-2,1-benzoxaborol-5-yl)methylenamino]-N-isobutyl-1,1-dioxo-1,2-benzothiazol-3-amin